P(OCCC1=CC=CC=C1)([O-])[O-] phenyl-ethyl phosphite